4-(5-(3-(5-fluoro-1-methyl-1H-pyrrolo[2,3-b]pyridin-3-yl)pyrrolidin-1-yl)benzo[d]thiazol-2-yl)morpholine FC=1C=C2C(=NC1)N(C=C2C2CN(CC2)C=2C=CC1=C(N=C(S1)N1CCOCC1)C2)C